FC1=C(C=C(C=C1)OC=1C=NC(=CC1)C)[C@H](C)NSC(C)(C)C (R)-N-((S)-1-(2-Fluoro-5-((6-methylpyridin-3-yl)oxy)phenyl)ethyl)-2-methylpropane-2-Sulfenamide